1-t-butoxycarbonyl-1,8-diaminooctane C(C)(C)(C)OC(=O)C(CCCCCCCN)N